C(C1=CC=CC=C1)N1C[C@H]([C@@H](CC1)NC1=CC(=CC=C1)C=1C(=NC(=CC1)OCC1=CC=CC=C1)OCC1=CC=CC=C1)C (3R,4R)-1-benzyl-N-(3-(2,6-bis(benzyloxy)pyridin-3-yl)phenyl)-3-methylpiperidin-4-amine